2-(4-bromo-1-oxo-6-(trifluoromethyl)phthalazin-2(1H)-yl)acetate BrC1=NN(C(C2=CC=C(C=C12)C(F)(F)F)=O)CC(=O)[O-]